ClC=1C=C2C(=CN1)N(C(=C2)C=2C(=NC=NC2OC)CC)C 5-{5-chloro-1-methylpyrrolo[2,3-c]pyridin-2-yl}-4-ethyl-6-methoxypyrimidine